ClC=1C=C2C=C(C=NC2=C(N1)Cl)C(F)(F)F 6,8-dichloro-3-(trifluoromethyl)-1,7-naphthyridine